COC1=CC(=CC2=C1OC(CO2)C=2C(=NC(=CC2)OC)C)C=O 8-methoxy-2-(6-methoxy-2-methylpyridin-3-yl)-2,3-dihydrobenzo[b][1,4]dioxine-6-carbaldehyde